4-(5-Fluoro-1,2,3,4-tetrahydroquinoline-2-yl)benzamide FC1=C2CCC(NC2=CC=C1)C1=CC=C(C(=O)N)C=C1